(S)-N-((S)-1-(isopropylamino)-1-oxo-6-(2,4,5-trimethyl-3,6-dioxocyclohexa-1,4-dien-1-yl)hex-2-yl)pyrrolidine-2-carboxamide C(C)(C)NC([C@H](CCCCC1=C(C(C(=C(C1=O)C)C)=O)C)NC(=O)[C@H]1NCCC1)=O